N-[1-(dicyclopropylmethyl)-2-[[5-(5-ethyl-3-methyl-1H-pyrazol-4-yl)-2-pyridyl]amino]-2-oxo-ethyl]-2-(3-methoxypropyl)pyrazole-3-carboxamide C1(CC1)C(C(C(=O)NC1=NC=C(C=C1)C=1C(=NNC1CC)C)NC(=O)C=1N(N=CC1)CCCOC)C1CC1